FC1=CC=C(OC=2SC(=CN2)CO)C=C1 (2-(4-fluorophenoxy)thiazol-5-yl)methanol